(S)-3-(1-(6-(1-amino-1,3-dihydro-spiro[indene-2,4'-piperidin]-1'-yl)-4-oxo-4,5-dihydro-1H-pyrazolo[3,4-d]pyrimidin-3-yl)vinyl)-2-fluorobenzonitrile N[C@@H]1C2=CC=CC=C2CC12CCN(CC2)C=2NC(C1=C(N2)NN=C1C(=C)C=1C(=C(C#N)C=CC1)F)=O